3-benzimidazolium N1C=[NH+]C2=C1C=CC=C2